[Si](C)(C)(C(C)(C)C)OCC(C1=CC=CC=C1)N1C2=NC(=NC(=C2N=C1)N)OCC1=CC(=NC=C1)Cl (((tert-butyldimethylsilyloxy)methyl)benzyl)-2-((2-chloropyridin-4-yl)methoxy)-9H-purin-6-amine